ClC1=NC(=NC(=N1)SCCCCCCCCCCCCCCC)SCCCO 3-((4-chloro-6-(pentadecylthio)-1,3,5-triazin-2-yl)thio)propane-1-ol